O=S1(CC2(C1)CN(C2)C(=O)N2CC1(C2)CC(C1)CC=1C=NC=C(C1)F)=O (2,2-dioxo-2lambda6-thia-6-azaspiro[3.3]heptan-6-yl)-[6-[(5-fluoro-3-pyridyl)methyl]-2-azaspiro[3.3]heptan-2-yl]methanone